C(C)(C)(C)C1=CC=C(C(=O)NC2=CC(=CC=C2)C=2N=C(C=3N(C2)C=CN3)NC3=CC=CC=C3)C=C1 4-tert-butyl-N-(3-(8-(phenylamino)imidazo[1,2-a]pyrazin-6-yl)phenyl)benzamide